COC(=O)C1=CC=2C(N=C1OC1CCC1)=NN(C2)C21COC(C2)(C1)C 6-Cyclobutoxy-2-(1-methyl-2-oxabicyclo[2.1.1]hex-4-yl)-2H-pyrazolo[3,4-b]pyridine-5-carboxylic acid methyl ester